(3-(2-(4-fluorobenzyl)-2,6-dihydropyrrolo[3,4-c]pyrazol-5(4H)-yl)phenyl)(piperazin-1-yl)methanone hydrochloride Cl.FC1=CC=C(CN2N=C3C(=C2)CN(C3)C=3C=C(C=CC3)C(=O)N3CCNCC3)C=C1